C(C=C)(=O)N1C[C@@H](CCC1)N1N=C(C=2C1=NC=NC2N)C(=O)NC=2OC=1C(=NC=CC1)N2 (R)-1-(1-acryloylpiperidin-3-yl)-4-amino-N-(oxazolo[4,5-b]pyridin-2-yl)-1H-pyrazolo[3,4-d]pyrimidine-3-carboxamide